C(CCC(=O)O)(=O)O.FC1=C2C=C(NC2=CC=C1OC1=CC=NC2=CC(=C(C=C12)OC)OCC1(CC1)N)C 1-((4-(4-fluoro-2-methyl-1H-indol-5-yloxy)-6-methoxyquinolin-7-yloxy)methyl)cyclopropylamine succinate